aminopyrimidic acid potassium salt [K+].NC1=NC(=NC=C1)C(=O)[O-]